2-((1r,4r)-4-(2-(2-(4-methoxypiperidin-1-yl)-2-oxoethyl)-6-(phenylsulfonyl)imidazo[4,5-d]Pyrrolo[2,3-b]Pyridin-1(6H)-yl)cyclohexyl)acetonitrile COC1CCN(CC1)C(CC1=NC=2C(=C3C(=NC2)N(C=C3)S(=O)(=O)C3=CC=CC=C3)N1C1CCC(CC1)CC#N)=O